NC=1C=C(C(=CC1C)C=1C(=CC(=C(C1)C)N)S(=O)(=O)O)S(=O)(=O)O 4,4'-Diamino-5,5'-dimethyl-2,2'-biphenyldisulfonic acid